C(CCC)C1(C(NC(N1)=O)=O)C1=CC=C(C=C1)C 5-butyl-5-(p-tolyl)imidazolidine-2,4-dione